2-fluoro-1-(4-methylpiperidin-4-yl)ethylamine FCC(C1(CCNCC1)C)N